N1=C(C=CC=C1)C1=NC2=CC=CC=C2C=C1.N1=C(C=CC=C1)C1=NC2=CC=CC=C2C=C1.[Ir+3] iridium(III) bis[(pyridinyl)quinoline]